OC[C@H]1[C@@H](CNC1)NC(OC(C)(C)C)=O Tert-butyl (trans-4-(hydroxymethyl)pyrrolidin-3-yl)carbamate